Pyrosulfuric acid S(=O)(=O)(O)OS(=O)(=O)O